CC1=NN(C(=C1)C)C(=N)N 3,5-dimethylpyrazole-1-carboxamidine